C(C)(C)(C)C=1C(=C(C(=C(C1[N+](=O)[O-])C)C)C)[N+](=O)[O-] 5-tertiary butyl-1,2,3-trimethyl-4,6-dinitrobenzene